5-(2,4-Diamino-pyrimidin-5-yloxy)-6-isopropyl-1-methyl-1H-indole-3-carboxylic acid ethyl ester C(C)OC(=O)C1=CN(C2=CC(=C(C=C12)OC=1C(=NC(=NC1)N)N)C(C)C)C